5-(2-phenyl-2H-tetrazol-5-yl)thiazol C1(=CC=CC=C1)N1N=C(N=N1)C1=CN=CS1